C(C)N1CCC(CC1)N(C(=O)C=1N=C(SC1)C=1C=NN(C1)C=1N=NC=CC1)C N-(1-ethylpiperidin-4-yl)-N-methyl-2-[1-(pyridazin-3-yl)-1H-pyrazol-4-yl]-1,3-thiazole-4-carboxamide